FC1=C2C(=C(C=3N=CNC31)F)CC(C2)C(=O)[O-] 4,8-difluoro-3,5,6,7-tetrahydrocyclopenta[f]benzimidazole-6-carboxylate